BrC=1C=C(C(=NC1)F)[C@H]([C@@H](C1=CC=C(C=C1)C(F)(F)F)O)NC(OC(C)(C)C)=O tert-butyl (1R,2R)-1-(5-bromo-2-fluoropyridin-3-yl)-2-hydroxy-2-(4-(trifluoromethyl)phenyl)ethylcarbamate